4-chloro-1-((2-phenyloxazol-5-yl)methyl)-1H-Indazole-7-carboxylic acid ClC1=C2C=NN(C2=C(C=C1)C(=O)O)CC1=CN=C(O1)C1=CC=CC=C1